ClC(C(=C)F)F 3-chloro-2,3-difluoropropene